FC(C1=NN=C(O1)C1=CN=C(S1)CN(S(=O)(=O)CCN1CCOCCC1)C=1C=NC=C(C1)F)F N-({5-[5-(difluoromethyl)-1,3,4-oxadiazol-2-yl]-1,3-thiazol-2-yl}methyl)-N-(5-fluoropyridin-3-yl)-2-(1,4-oxazepan-4-yl)ethane-1-sulfonamide